2-(4-(8-amino-3-isopropyl-5-(4-(methylamino)cyclohex-1-en-1-yl)imidazo[1,5-a]pyrazin-1-yl)naphthalen-1-yl)-N-(2,2-difluorobenzo[d][1,3]dioxol-5-yl)acetamide NC=1C=2N(C(=CN1)C1=CCC(CC1)NC)C(=NC2C2=CC=C(C1=CC=CC=C21)CC(=O)NC2=CC1=C(OC(O1)(F)F)C=C2)C(C)C